C(C1=CC=CC=C1)N(C)C=1C(=NN2C1N=CC=C2C=2C=NNC2)C(=O)NC=2C(=NOC2C)C (benzyl-(methyl)amino)-N-(3,5-dimethylisoxazol-4-yl)-7-(1H-pyrazol-4-yl)pyrazolo[1,5-a]pyrimidine-2-carboxamide